2-((4-(tert-butoxycarbonyl)piperazine-1-carbonyl)oxy)acetic acid C(C)(C)(C)OC(=O)N1CCN(CC1)C(=O)OCC(=O)O